4-chlorobutan ClCCCC